3-(piperidin-1-yl)-1-oxa-8-azaspiro[4.5]decane-8-carboxylic acid tert-butyl ester C(C)(C)(C)OC(=O)N1CCC2(CC(CO2)N2CCCCC2)CC1